O=C1NC(CCC1N1C(C2=CC=CC(=C2C1=O)OCCCCCCCCCCCNC(OC(C)(C)C)=O)=O)=O tert-Butyl (11-((2-(2,6-dioxopiperidin-3-yl)-1,3-dioxoisoindolin-4-yl)oxy)undecyl)carbamate